BrC=1C=C(C=CC1)C(C(=O)O)C1CCCCC1 (3-bromophenyl)(cyclohexyl)acetic acid